C(C)(C)(C)OC(=O)N1CCC2(CC1)C(C1=C(C=CC=C1C2)OC)N 1-amino-7-methoxy-1,3-dihydrospiro[indene-2,4'-piperidine]-1'-carboxylic acid tert-butyl ester